5-[2-chloro-6,8-difluoro-7-(3-hydroxy-1-naphthyl)quinazolin-4-yl]-N,N-dimethyl-4,6,7,8-tetrahydropyrazolo[1,5-a][1,4]diazepine-2-carboxamide ClC1=NC2=C(C(=C(C=C2C(=N1)N1CC=2N(CCC1)N=C(C2)C(=O)N(C)C)F)C2=CC(=CC1=CC=CC=C21)O)F